4-(5-bromo-2-fluoropyridin-3-yl)morpholine BrC=1C=C(C(=NC1)F)N1CCOCC1